OCCNCCC(=O)OCC ethyl 3-((2-hydroxy ethyl)amino)propanoate